ClC1=NC(=C(C(=N1)N[C@@H]1CC2CCC1CC2)F)Cl |r| (+/-)-trans-3-((2,6-dichloro-5-fluoropyrimidin-4-yl)amino)bicyclo[2.2.2]Octane